(R or S)-5-(2-(3-(2-ethoxy-1,1,1,3,3,3-hexafluoro-propan-2-yl)-3-(2-(thiophen-2-yl)ethyl)pyrrolidin-1-yl)propan-2-yl)-2-methylpyridine C(C)OC(C(F)(F)F)(C(F)(F)F)[C@]1(CN(CC1)C(C)(C)C=1C=CC(=NC1)C)CCC=1SC=CC1 |o1:12|